ClC=1C(=C2C=C(N=C(C2=CN1)N1CC2CCC(C1)N2C(=O)OC(C)(C)C)C)F tert-butyl 3-(6-chloro-5-fluoro-3-methyl-2,7-naphthyridin-1-yl)-3,8-diazabicyclo[3.2.1]octane-8-carboxylate